(S)-(2-(2-aminooxazolo[4,5-c]pyridin-7-yl)-2-azabicyclo[2.2.2]octan-4-yl)(6,8-dichloro-1-methyl-3,4-dihydroisoquinolin-2(1H)-yl)methanone NC=1OC2=C(C=NC=C2N2C3CCC(C2)(CC3)C(=O)N3[C@H](C2=C(C=C(C=C2CC3)Cl)Cl)C)N1